FC=1C=NN(C1)C1=CC=C(C=N1)CNC1=CC=CC=N1 6-(((6-(4-fluoro-1H-pyrazol-1-yl)pyridin-3-yl)methyl)amino)pyridin